BrC1=C(C=C2C(=NC(=NC2=C1F)OC[C@]12CCCN2C[C@@H](C1)F)N([C@@H]1CN(CC1)C(=O)OC(C)(C)C)C)F tert-butyl (S)-3-((7-bromo-6,8-difluoro-2-(((2R,7aS)-2-fluorotetrahydro-1H-pyrrolizin-7a(5H)-yl)methoxy)quinazolin-4-yl)(methyl)amino)pyrrolidine-1-carboxylate